S1C=CC2=C1C=C(C=C2)C=2C=C1CCN=CC1=CC2 6-(Benzothiophen-6-yl)-3,4-dihydroisoquinoline